3-fluoro-4-butoxy-benzaldehyde FC=1C=C(C=O)C=CC1OCCCC